C(C)(C)(C)OC(=O)N1CC=2C(CC1)=C(N(N2)C)C2=CC=CC=C2 2-Methyl-3-phenyl-4H,5H,7H-pyrazolo[3,4-c]pyridine-6-carboxylic acid tert-butyl ester